9-styrylacridine C(=CC1=CC=CC=C1)C=1C2=CC=CC=C2N=C2C=CC=CC12